ClC=1C=C(C=CC1OC)[C@@H]1CC[C@H](CC1)CNC1=CC(=CC=C1)C1=CN=C(S1)C1CC1 N-((trans-4-(3-Chloro-4-methoxyphenyl)cyclohexyl)methyl)-3-(2-cyclopropylthiazol-5-yl)aniline